1-[[2-(2,2-difluoropropoxy)pyridin-4-yl]methyl]-3-[(1r,3r)-3-(trifluoromethyl)cyclobutyl]urea FC(COC1=NC=CC(=C1)CNC(=O)NC1CC(C1)C(F)(F)F)(C)F